3,9-dimethoxy-6-methyl-6,7-dihydro-5H-dibenzo[c,e]azepine COC=1C=CC2=C(CN(CC3=C2C=CC(=C3)OC)C)C1